CCCCNCCNCCNCCNCCNCCNCCC(=O)O 5,8,11,14,17,20-hexaazatricosan-23-oic acid